O=[Ni] ketonickel